C(C)(C)C1=C(OCC[Al]Cl)C(=CC=C1)C(C)C (2,6-diisopropylphenoxy)ethyl-(chloro)aluminum